CS(=O)(=O)N(S(=O)(=O)C)C1=C(C(=O)NC=2SC(=CN2)[N+](=O)[O-])C=CC=C1 2-(N-(methylsulfonyl)methylsulfonamido)-N-(5-nitrothiazol-2-yl)benzamide